2-({4-[4-(2-azetidin-1-yl-phenyl)-piperidin-1-yl]-2-cyclopropyl-7-methyl-quinazolin-6-yl}-methyl-amino)-ethanol N1(CCC1)C1=C(C=CC=C1)C1CCN(CC1)C1=NC(=NC2=CC(=C(C=C12)N(CCO)C)C)C1CC1